CC=1NC=2C(=NC=C(C2)C2=CNC=3N=CN=C(C32)C=3C=NN(C3)C)N1 2-methyl-6-(4-(1-methyl-1H-pyrazol-4-yl)-7H-pyrrolo[2,3-d]pyrimidin-5-yl)-1H-imidazo[4,5-b]pyridine